3-[2-bromoethyl-(ethoxy)phosphino]propionic acid ethyl ester C(C)OC(CCP(OCC)CCBr)=O